ClC1=C2C(N(C(NC2=C(C=C1)S(=O)(=O)C1=CC=C2C=CN(C2=C1)CCN1CCOCC1)=O)O)=O 5-chloro-3-hydroxy-8-((1-(2-morpholinoethyl)-1H-indol-6-yl)sulfonyl)quinazoline-2,4(1H,3H)-dione